C1=CC=CC=2C3=CC=CC=C3C(C12)COC(=O)N[C@H](C(=O)O)CC1=CC=C(C=C1)C1=C(C=C(C=C1)OCCCCNC(=O)OC(C)(C)C)CC (S)-2-((((9H-fluoren-9-yl)methoxy)carbonyl)amino)-3-(4'-(4-((tert-butoxycarbonyl)amino)butoxy)-2'-ethyl-[1,1'-biphenyl]-4-yl)propanoic Acid